(2-isocyano-4-tolyl)-indole [N+](#[C-])C1=C(C=CC(=C1)C=1NC2=CC=CC=C2C1)C